FC1=CC(=CC2=CN(N=C12)C)C=1SC2=C(N1)SC(=C2)N2CC(N(CC2)C(=O)OC(C)(C)C)(C)C tert-butyl 4-[2-(7-fluoro-2-methylindazol-5-yl)thieno[2,3-d][1,3]thiazol-5-yl]-2,2-dimethylpiperazine-1-carboxylate